2-(thiomorpholinyl)benzothiazole N1(CCSCC1)C=1SC2=C(N1)C=CC=C2